CN([C@@H](CC1=CC(=C(C(=O)NC)C=C1)F)CNC(C[C@H](C(C)(C)C)C=1C=NC=C(C1)F)=O)C 4-((S)-2-(dimethylamino)-3-((R)-3-(5-fluoropyridin-3-yl)-4,4-dimethylpentanamido)propyl)-2-fluoro-N-methylbenzamide